(S)-4-(5-(5-fluoro-2-methoxypyridin-4-yl)-1H-pyrazole-3-carbonyl)-N-((S)-1-(2,2,2-trifluoroethyl)pyrrolidin-3-yl)-4-azaspiro[2.5]octane-7-carboxamide FC=1C(=CC(=NC1)OC)C1=CC(=NN1)C(=O)N1C2(CC2)C[C@H](CC1)C(=O)N[C@@H]1CN(CC1)CC(F)(F)F